C(C1=CC=CC=C1)OC(=O)N1CCN(CC1)C[C@H]1CC(N(CC1)CC1CCN(CC1)C=1C=C2C(N(C(C2=CC1)=O)C1C(NC(CC1)=O)=O)=O)=O 4-[[(4R)-1-[[1-[2-(2,6-dioxo-3-piperidinyl)-1,3-dioxo-isoindol-5-yl]-4-piperidinyl]methyl]-2-oxo-4-piperidinyl]methyl]piperazine-1-carboxylic acid benzyl ester